CC1=NC(=NC=2N(CC(NC12)=O)C)NC1=NC=CC(=C1)N1CCNCC1 4,8-dimethyl-2-((4-(piperazin-1-yl)pyridin-2-yl)amino)-7,8-dihydropteridin-6(5H)-one